1-allyl-7-bromo-5-fluoro-1H-indole C(C=C)N1C=CC2=CC(=CC(=C12)Br)F